calcium sulfate, hemi-hydrate O.S(=O)(=O)([O-])[O-].[Ca+2].[Ca+2].S(=O)(=O)([O-])[O-]